C(C)(C)(C)COC methyl tertiary butyl-methyl ether